FC(C(=O)O)(F)F.CN(CCN)CC=1C(=NNC1)C1CCC(CC1)C N1-methyl-N1-((3-(4-methylcyclohexyl)-1H-pyrazol-4-yl)methyl)ethane-1,2-diamine trifluoroacetate